di-tert-butyl(6-(4-(tert-butyl)phenyl)-5-cyanopyrazin-2-yl)carbamate C(C)(C)(C)C=1C(=C(C=CC1C(C)(C)C)C1=C(N=CC(=N1)NC([O-])=O)C#N)C(C)(C)C